ClC1=CC=C2C(=C(C(N(C2=C1)C)=O)C#N)O 7-Chloro-4-hydroxy-1-methyl-2-oxo-1,2-dihydroquinoline-3-carbonitrile